C(C1=CC=CC=C1)OC(=O)C1CCC(CC1)C(=O)N1CCN(CC1)C(=O)OC(C)(C)C tert-butyl 4-[(1r,4r)-4-[(benzyloxy)carbonyl]cyclohexanecarbonyl]piperazine-1-carboxylate